FC1=C(OCC=2C=C(C=CC2)NC(OC(C)(C)C)=O)C=CC(=C1C=O)OC([2H])([2H])[2H] tert-butyl (3-((2-fluoro-3-formyl-4-(methoxy-d3)phenoxy)methyl)phenyl)carbamate